ClC1=C(C(=CC(=C1)C1=CN(C(C(=C1C)C)=O)C)OC)CN1CC2=CC=CC(=C2CC1)CC1CCN(CC1)C=1C=CC(=NC1)NC1C(NC(CC1)=O)=O 3-[[5-[4-[[2-[[2-chloro-6-methoxy-4-(1,4,5-trimethyl-6-oxo-3-pyridinyl)phenyl]methyl]-3,4-dihydro-1H-isoquinolin-5-yl]methyl]-1-piperidinyl]-2-pyridinyl]amino]piperidine-2,6-dione